isocyanatomethylmethoxysilane N(=C=O)C[SiH2]OC